FC(CN)(C1=CC(=CC=C1)OC)F 2,2-difluoro-2-(3-methoxyphenyl)ethane-1-amine